4H,5H,7H-pyrano[3,4-c]pyrazol-3-ol N=1NC(=C2C1COCC2)O